4-[(dimethylamino)methyl]-N-[7-methoxy-4-(pyridin-4-yl)-1H-1,3-benzodiazol-2-yl]benzamide CN(C)CC1=CC=C(C(=O)NC2=NC3=C(N2)C(=CC=C3C3=CC=NC=C3)OC)C=C1